tert-butyl (4-((3-((4-methoxybenzyl)(methyl)amino)-2-nitrophenyl)amino)-butyl)carbamate COC1=CC=C(CN(C=2C(=C(C=CC2)NCCCCNC(OC(C)(C)C)=O)[N+](=O)[O-])C)C=C1